rac-6,6-dimethyl-7-((3-oxo-3-(4-(5-(trifluoromethyl)pyrimidin-2-yl)piperazin-1-yl)propyl)amino)-4-(trifluoromethyl)-2,5,6,7-tetrahydro-3H-cyclopenta[c]pyridazin-3-one CC1(CC=2C(=NNC(C2C(F)(F)F)=O)[C@@H]1NCCC(N1CCN(CC1)C1=NC=C(C=N1)C(F)(F)F)=O)C |r|